tert-butyl 3-methyl-5-(5-(trifluoromethoxy)pyridin-2-yl)-2,3-dihydro-4H-1,4-oxazine-4-carboxylate CC1COC=C(N1C(=O)OC(C)(C)C)C1=NC=C(C=C1)OC(F)(F)F